4-(5-(((R)-2,3-dihydro-1H-inden-1-yl)carbamoyl)thiophen-2-yl)-6-(2-fluoro-2-(4-fluorophenyl)ethyl)-2-isobutyl-5-(5-methyl-1,3,4-oxadiazol-2-yl)nicotinamide [C@H]1(CCC2=CC=CC=C12)NC(=O)C1=CC=C(S1)C1=C(C(=NC(=C1C(=O)N)CC(C)C)CC(C1=CC=C(C=C1)F)F)C=1OC(=NN1)C